BrC=1C(=CC=NC1C1=CC(=C(C=C1)C#N)F)C#N 5-bromo-4-cyano-6-(4-cyano-3-fluorophenyl)pyridine